Methyl 3-(3-acetoxypropyl)-7-(1-(bicyclo[1.1.1]pentan-1-yl)-5-(chloromethyl)-3-methyl-1H-pyrazol-4-yl)-6-fluoro-1-methyl-1H-indole-2-carboxylate C(C)(=O)OCCCC1=C(N(C2=C(C(=CC=C12)F)C=1C(=NN(C1CCl)C12CC(C1)C2)C)C)C(=O)OC